tert-butyl 1-((1S,4S)-5-(3-oxo-1-phenyl-2,7,10-trioxa-4-azadodecan-12-yl)-2,5-diazabicyclo[2.2.1]heptan-2-yl)-3,6,9,12-tetraoxapentadecan-15-oate O=C(OCC1=CC=CC=C1)NCCOCCOCCN1[C@@H]2CN([C@H](C1)C2)CCOCCOCCOCCOCCC(=O)OC(C)(C)C